trans-3-[(6-methylpyridin-3-yl)oxy]Cyclobutyl-amine dihydrochloride Cl.Cl.CC1=CC=C(C=N1)O[C@@H]1C[C@H](C1)N